3-CYCLOPROPOXY-6-FORMYLPICOLINAMIDE C1(CC1)OC=1C(=NC(=CC1)C=O)C(=O)N